ClC1=CC=C(C=N1)C(=O)NC=1SC(=C(N1)C=1SC=CC1)C#N 6-chloro-N-(5-cyano-4-(thiophen-2-yl)thiazol-2-yl)pyridine-3-carboxamide